FC(C(=O)NC(C)N1CCN(CC1)C(=O)[O-])(F)F 4-(1-(2,2,2-trifluoroacetamido)ethyl)piperazine-1-carboxylate